C(C1=CC=CC=C1)N1C2=NC=NC(=C2N=C1C1=C(C=C(C=C1)O[C@H]1CNC[C@H]1F)Cl)OC1(CC1)C 9-benzyl-8-(2-chloro-4-(((3S,4R)-4-fluoropyrrolidin-3-yl)oxy)phenyl)-6-(1-methylcyclopropoxy)-9H-purine